8-((2-(6-(4-methylpiperazin-1-carbonyl)naphth-2-yl)ethyl)amino)-1,5-naphthyridine-2-carbonitrile CN1CCN(CC1)C(=O)C=1C=C2C=CC(=CC2=CC1)CCNC=1C=CN=C2C=CC(=NC12)C#N